2-amino-7-bromo-quinoline-3-carbaldehyde NC1=NC2=CC(=CC=C2C=C1C=O)Br